O[C@@H]1CN(CC1)C1=CC=CC(=N1)C(=O)NC=1C=C2C(=NC1N1CCCCC1)N=C(O2)N2CCOCC2 (S)-6-(3-hydroxypyrrolidin-1-yl)-N-(2-morpholino-5-(piperidin-1-yl)oxazolo[4,5-b]pyridin-6-yl)pyridine-2-carboxamide